NC1=NC=C(C2=C1C(=C(N2C)C2=C(C=C(C=C2)NC(C(=C)C)=O)Cl)C2=CC=C(C=C2)OC2=NC=C(C(=N2)C)Cl)C#N N-(4-(4-amino-3-(4-((5-chloro-4-methylpyrimidin-2-yl)oxy)phenyl)-7-cyano-1-methyl-1H-pyrrolo[3,2-c]pyridin-2-yl)-3-chlorophenyl)methacrylamide